ClC1=C(C=CC(=C1)Cl)[C@@H](C)NC1=NC(=NC=C1OC(F)F)N1CCN(CC1)C(=O)OC(C)(C)C tert-butyl (R)-4-(4-((1-(2,4-dichlorophenyl)ethyl)amino)-5-(difluoromethoxy)pyrimidin-2-yl)piperazine-1-carboxylate